6-ethoxy-5-fluoro-3-(3-{4-[4-(oxetan-3-yl)piperazine-1-carbonyl]phenyl}-1,2-oxazol-5-yl)-1H-indazole C(C)OC1=C(C=C2C(=NNC2=C1)C1=CC(=NO1)C1=CC=C(C=C1)C(=O)N1CCN(CC1)C1COC1)F